5-(3-fluoro-4-((4-methylpyrimidin-2-yl)oxy)phenyl)-4-((4-methoxybenzyl)amino)-7-methyl-5H-pyrrolo[3,2-d]pyrimidin FC=1C=C(C=CC1OC1=NC=CC(=N1)C)N1C=C(C=2N=CN=C(C21)NCC2=CC=C(C=C2)OC)C